4-{[6-(5-chloro-2-fluorophenyl)-2H,3H,4H-pyrido[3,2-b][1,4]-oxazin-8-yl]amino}-N-(propan-2-yl)pyridine-3-carboxamide ClC=1C=CC(=C(C1)C=1C=C(C=2OCCNC2N1)NC1=C(C=NC=C1)C(=O)NC(C)C)F